Ethyl (1S,2R)-2-(2-((6-(4-fluorophenyl)-4-(((6-methylpyridazin-3-yl)methyl)amino)quinazolin-8-yl)oxy)acetamido)cyclopentane-1-carboxylate FC1=CC=C(C=C1)C=1C=C2C(=NC=NC2=C(C1)OCC(=O)N[C@H]1[C@H](CCC1)C(=O)OCC)NCC=1N=NC(=CC1)C